Triphenylphosphonium tetraphenyl-borate salt C1(=CC=CC=C1)[B-](C1=CC=CC=C1)(C1=CC=CC=C1)C1=CC=CC=C1.C1(=CC=CC=C1)[PH+](C1=CC=CC=C1)C1=CC=CC=C1